vanadium-calcium-silicon [Si].[Ca].[V]